F[C@H]1[C@@H]2CC[C@H](C[C@H]1NC1=CC=CC3=C1SC(=C3CC(F)(F)F)/C(/N)=N/O)N2C (Z)-7-(((1S,2R,3R,5R)-2-fluoro-8-methyl-8-azabicyclo[3.2.1]octan-3-yl)amino)-N'-hydroxy-3-(2,2,2-trifluoroethyl)benzo[b]thiophene-2-carboximidamide